dicyclohexyl-(vinyl)phosphine oxide C1(CCCCC1)P(C=C)(C1CCCCC1)=O